FC(C1=NN=C(O1)C1=CC(=C(CC2N(CCS(C2)(=O)=O)C(=O)NC2=CC=CC=C2)C=C1)F)F (4-(5-(difluoromethyl)-1,3,4-oxadiazol-2-yl)-2-fluorobenzyl)-N-phenylthiomorpholine-4-carboxamide 1,1-dioxide